6-chloro-8-(4-chloro-2-fluoro-phenyl)-3-methyl-2-(trifluoromethyl)pyrido[3,4-d]pyrimidin-4-one ClC1=CC2=C(N=C(N(C2=O)C)C(F)(F)F)C(=N1)C1=C(C=C(C=C1)Cl)F